C(CCCCCCCCC)C(C(=O)OCC(COC(C(CCCCCCCCCCCC)CCCCCCCCCC)=O)(COC(C(CCCCCCCCCCCC)CCCCCCCCCC)=O)COC(C(CCCCCCCCCCCC)CCCCCCCCCC)=O)CCCCCCCCCCCC pentaerythritol tetra(2-decyltetradecanoate)